1-(5-amino-4-nitrofuran-2-yl)ethan-1-ol NC1=C(C=C(O1)C(C)O)[N+](=O)[O-]